C(CCCCCC(=O)O)(=O)O.CC(CO)(CO)C 2,2-dimethyl-1,3-propanediol pimelate